2'-(5-Methyl-1H-imidazol-2-yl)-5-morpholin-4-yl-3,4'-bipyridin CC1=CN=C(N1)C1=NC=CC(=C1)C=1C=NC=C(C1)N1CCOCC1